CC(C#CO)C 3-Methylbutynol